3-((6-fluoroquinolin-4-yl)amino)-N-(2-methyl-3-(pyridin-4-ylamino)phenyl)benzamide FC=1C=C2C(=CC=NC2=CC1)NC=1C=C(C(=O)NC2=C(C(=CC=C2)NC2=CC=NC=C2)C)C=CC1